(S)-(4-(4-fluoropyrazolo[1,5-a]pyridin-2-yl)-6,7-dihydro-1H-imidazo[4,5-c]pyridin-5(4H)-yl)(5-(1-(trifluoromethyl)-1H-pyrazol-4-yl)-1,3,4-oxadiazol-2-yl)methanone FC=1C=2N(C=CC1)N=C(C2)[C@H]2N(CCC1=C2N=CN1)C(=O)C=1OC(=NN1)C=1C=NN(C1)C(F)(F)F